(racemic)-1-(1H-benzo[d]imidazol-5-yl)-3-cyclopropyl-4-(2-methyl-6-(4-(trifluoromethyl)-1H-imidazol-1-yl)pyridin-3-yl)azetidin-2-one N1C=NC2=C1C=CC(=C2)N2C(C(C2C=2C(=NC(=CC2)N2C=NC(=C2)C(F)(F)F)C)C2CC2)=O